1-(3-(trifluoromethoxy)phenyl)ethanone FC(OC=1C=C(C=CC1)C(C)=O)(F)F